N1(CCC1)C1CCC(CC1)NC1=NC=CC(=N1)C=1C=NN(C1CC1CC1)C N-((1R,4R)-4-(azetidin-1-yl)cyclohexyl)-4-(5-(cyclopropylmethyl)-1-methyl-1H-pyrazol-4-yl)pyrimidin-2-amine